4-{5-[(cyclopropylmethyl)amino]-[1,2,4]triazolo[1,5-a]pyrimidin-7-yl}-3-methylbenzonitrile C1(CC1)CNC1=NC=2N(C(=C1)C1=C(C=C(C#N)C=C1)C)N=CN2